CC1N(CCC1NC)C(=O)OCC1=CC=CC=C1 benzyl 2-methyl-3-(methylamino)pyrrolidine-1-carboxylate